(S)-1-(3-(dimethylamino)piperidin-1-yl)-3-(1-isopropyl-1H-imidazol-2-yl)propan-1-one hydrochloride Cl.CN([C@@H]1CN(CCC1)C(CCC=1N(C=CN1)C(C)C)=O)C